NC=1C(=NC(=CN1)C1=C(C=C(C=C1)NC([C@H](C=1C=C(C=CC1)C)O)=O)CC)C(=O)NC(C)C (S)-3-amino-6-(2-ethyl-4-(2-hydroxy-2-(m-tolyl)acetamido)phenyl)-N-isopropylpyrazine-2-carboxamide